5'-O-((2-cyanoethoxy)(N2-isobutyryldeoxyguanosine-3'-yl)phosphoryl)-N4-benzoyldeoxycytidine-3'-yl 2-((3,4,5-tris(octadecyloxy)benzoyl)oxy)acetate C(CCCCCCCCCCCCCCCCC)OC=1C=C(C(=O)OCC(=O)O[C@@]2(C[C@@H](O[C@@H]2COP(=O)([C@@]2(C[C@@H](O[C@@H]2CO)N2C=NC=3C(=O)NC(NC(C(C)C)=O)=NC23)O)OCCC#N)N2C(=O)N=C(NC(C3=CC=CC=C3)=O)C=C2)O)C=C(C1OCCCCCCCCCCCCCCCCCC)OCCCCCCCCCCCCCCCCCC